O1CCC(CC1)NC(NCCCCCCCCCCCCC(=O)O)=O 13-(3-(tetrahydro-2H-pyran-4-yl)ureido)tridecanoic acid